tert-Butyl 4-[1-[4-[(1S)-1-[(1-ethyl-2-oxo-4H-pyrimido[4,5-d][1,3]oxazin-7-yl)amino]ethyl]phenyl]-3-methoxy-propyl]piperazine-1-carboxylate C(C)N1C(OCC2=C1N=C(N=C2)N[C@@H](C)C2=CC=C(C=C2)C(CCOC)N2CCN(CC2)C(=O)OC(C)(C)C)=O